C(#N)C1=C(SC2=C1CCCC2)NC(CSC2=NN=C(N2C2=CC=CC=C2)C2CC2)=O N-(3-cyano-4,5,6,7-tetrahydro-1-benzothiophen-2-yl)-2-[(5-cyclopropyl-4-phenyl-4H-1,2,4-triazol-3-yl)sulfanyl]acetamide